3-(4-bromophenyl)-1,4,2-dioxazol-5-one BrC1=CC=C(C=C1)C1=NOC(O1)=O